OC1=C(OC2=CC(=CC(=C2C1=O)O)OCCO)C1=CC(=C(C=C1)OCCO)OCCO 3,5-dihydroxy-3',4',7-tris(2-hydroxyethoxy)flavone